O1N=NCC1=O oxadiazol-5(4H)-one